N-{[3-(4-{[(3S,4R)-3-fluoro-1-methylpiperidin-4-yl]amino}-1-(2,2,2-trifluoroethyl)-1H-indol-2-yl)-1,2,4-oxadiazol-5-yl]methyl}-5-(methoxymethyl)thiophene-3-carboxamide F[C@H]1CN(CC[C@H]1NC1=C2C=C(N(C2=CC=C1)CC(F)(F)F)C1=NOC(=N1)CNC(=O)C1=CSC(=C1)COC)C